(S)-2-amino-N-((S)-1-(((S)-1-amino-3-((R)-5,5-dimethyl-2-oxopyrrolidin-3-yl)-1-oxopropan-2-yl)amino)-3-cyclopropyl-1-oxopropan-2-yl)-3,3-dimethylbutanamide N[C@H](C(=O)N[C@H](C(=O)N[C@H](C(=O)N)C[C@H]1C(NC(C1)(C)C)=O)CC1CC1)C(C)(C)C